(7S,10R)-3-(secbutyl)-7-isopropyl-10-methyl-2,4-dioxaspiro[5.5]undecane C(C)(CC)C1OCC2(CO1)[C@@H](CC[C@H](C2)C)C(C)C